3a,4,7,7a-tetrahydro-1H-4,7-methanoinden-1-yl acetate C(C)(=O)OC1C=CC2C3C=CC(C12)C3